C(#N)C=1C=C(C=CC1)C=1N=C(SC1C1=CC(=NC(=C1)C)CC)NC(=O)N1CC2(COC2)C1 N-[4-(3-Cyanophenyl)-5-(2-ethyl-6-methyl-4-pyridyl)thiazol-2-yl]-2-oxa-6-azaspiro[3.3]heptane-6-carboxamide